OC1=C(C=CC(=C1)OCCCCCC)C1=NC(=NC(=N1)C1=CC=CC=C1)C1=CC=CC=C1 (2-hydroxy-4-hexyloxyphenyl)-4,6-diphenyl-1,3,5-triazine